N1=CC=CC1=O pyrrol-5-one